C12CN(CC(CC1)O2)CCCCN 4-(8-oxa-3-azabicyclo[3.2.1]octan-3-yl)butan-1-amine